C(#N)C12CC(C1)(C2)COC=2C=C(C=1N(C2)N=CC1C#N)C=1C=NC(=CC1)N1CC2N(C(C1)C2)CC=2C=NC(=C(C2)F)OC 6-((3-Cyanobicyclo[1.1.1]pentan-1-yl)methoxy)-4-(6-(6-((5-fluoro-6-methoxypyridine-3-yl)methyl)-3,6-diazabicyclo[3.1.1]heptan-3-yl)pyridin-3-yl)pyrazolo[1,5-a]pyridine-3-carbonitrile